5H,7H-furo[3,4-b]pyridine-2-carboxylic acid N1=C2C(=CC=C1C(=O)O)COC2